FC=1C(=NC(=C(C(=O)N2[C@H](CN(CC2)C(C=C)=O)C)C1)NC=1C(=NC=CC1C)C(C)C)C1=C(C=CC=C1O)F 1-((3S)-4-(5-fluoro-6-(2-fluoro-6-hydroxyphenyl)-2-((2-isopropyl-4-methylpyridin-3-yl)amino)nicotinoyl)-3-methylpiperazin-1-yl)prop-2-en-1-one